4,4-difluoro-18-(trimethylsilyl)octadecyl hydrogen ((((R)-1-(6-amino-9H-purin-9-yl)propan-2-yl)oxy)methyl)phosphonate NC1=C2N=CN(C2=NC=N1)C[C@@H](C)OCP(OCCCC(CCCCCCCCCCCCCC[Si](C)(C)C)(F)F)(O)=O